(R)-1-(5-bromo-6-methoxypyridin-3-yl)-N-ethylethan-1-amine hydrochloride Cl.BrC=1C=C(C=NC1OC)[C@@H](C)NCC